ONC(=O)C1=CC2=C(CN([C@H](CO2)C2=CC=CC=C2)C(=O)C2(CCOCC2)C)C=C1 (S)-N-hydroxy-4-(4-methyltetrahydro-2H-pyran-4-carbonyl)-3-phenyl-2,3,4,5-tetrahydrobenzo[f][1,4]oxazepine-8-carboxamide